NC=1C=C2CCNCC2=CC1 6-amino-1,2,3,4-tetrahydroisoquinoline